4-bromo-3-chlorodibenzo[b,d]thiophene BrC1=C(C=CC2=C1SC1=C2C=CC=C1)Cl